rac-(2S,3R)-2,3-dimethyl-2-(trifluoromethyl)-4-(trifluoromethylsulfonyloxy)-3H-furan-5-carboxylic acid ethyl ester C(C)OC(=O)C1=C([C@@H]([C@](O1)(C(F)(F)F)C)C)OS(=O)(=O)C(F)(F)F |r|